3-(4-((3S,4R)-3-fluoro-4-(piperazin-1-yl)piperidin-1-yl)phenoxy)piperidine-2,6-dione F[C@H]1CN(CC[C@H]1N1CCNCC1)C1=CC=C(OC2C(NC(CC2)=O)=O)C=C1